COC1=CC=C(C2=CC=CC=C12)C=NC1=CC=C(C=C1)C=1SC2=C(N1)C=CC(=C2)C N-[(4-methoxy-1-naphthyl)methylene]-4-(6-methyl-1,3-benzothiazol-2-yl)aniline